C(#N)N=C(NC1CCC=2C1=CC(=C1C=C(N=CC21)C2CC2)S(NCC(C)C)(=O)=O)NC2=CC=C(C=C2)C 2-cyano-1-[3-cyclopropyl-5-(2-methylpropylsulfamoyl)-8,9-dihydro-7H-cyclopenta[h]isoquinolin-7-yl]-3-(4-methylphenyl)guanidine